C(CCCCCCCCCCCCCCC)(=O)OCCCCCCCCCCCCCCCCC Heptadecyl hexadecanoate